C(C)(=O)NC1=NN2C(C=CC=C2)=C1N 2-acetylaminopyrazolo[1,5-a]pyridylamine